C(C)(=O)C1=C(O)C=CC=C1O 2-Acetyl-resorcinol